2-chloro-7-(1-ethylcyclopropyl)-5-fluoroimidazo[4,3-f][1,2,4]triazine ClC1=NN2C(C=N1)=C(N=C2C2(CC2)CC)F